NC=1C(=NC(=CN1)C=1C=NN(C1)C)C(=O)NC1=C(C=C(C=C1)NC(=O)C=1C(N(C(=CC1)C)C1=CC=C(C=C1)F)=O)F 3-amino-N-(2-fluoro-4-(1-(4-fluoroPhenyl)-6-methyl-2-oxo-1,2-dihydropyridine-3-carboxamido)phenyl)-6-(1-methyl-1H-pyrazol-4-yl)pyrazine-2-carBoxamide